4-hydroxymethyl-2-heptyl-1,3-dioxolane OCC1OC(OC1)CCCCCCC